N1N=C(C=C1)OC(CO)(CO)C 2-((1H-pyrazol-3-yl)oxy)-2-methylpropane-1,3-diol